1-(5-oct-1-ynyl-2-nitrophenyl)ethan-1-one C(#CCCCCCC)C=1C=CC(=C(C1)C(C)=O)[N+](=O)[O-]